(E)-6-isopropoxy-4-styrylpyridin-2-ol C(C)(C)OC1=CC(=CC(=N1)O)\C=C\C1=CC=CC=C1